6-[4-[5-[(7-bromo-8-methyl-4-oxo-3H-phthalazin-1-yl)methyl]-2-fluoro-benzoyl]piperazin-1-yl]pyridine-3-carbonitrile BrC1=CC=C2C(NN=C(C2=C1C)CC=1C=CC(=C(C(=O)N2CCN(CC2)C2=CC=C(C=N2)C#N)C1)F)=O